2-Bromo-5-(2-(dimethylamino)ethoxy)-N-(1-(naphthalen-1-yl)cyclopropyl)benzamide BrC1=C(C(=O)NC2(CC2)C2=CC=CC3=CC=CC=C23)C=C(C=C1)OCCN(C)C